Cl.BrC1=CC=C(C=C1)C1=CC=C(N1C1=CC=CC=C1)C=1C=C(C(=O)NCCN(C)C)C=CC1OC 3-[5-(4-bromophenyl)-1-phenyl-pyrrol-2-yl]-N-[2-(dimethylamino)ethyl]-4-methoxy-benzamide hydrochloride